3-((2-(((5-methoxy-4-((4-(1-methyl-1H-indol-3-yl)pyrimidin-2-yl)amino)-2-nitrophenyl)amino)methyl)phenyl)amino)piperidine-2,6-dione COC=1C(=CC(=C(C1)NCC1=C(C=CC=C1)NC1C(NC(CC1)=O)=O)[N+](=O)[O-])NC1=NC=CC(=N1)C1=CN(C2=CC=CC=C12)C